(3,4-difluorophenyl)-6H-1,3-thiazin-2-amine FC=1C=C(C=CC1F)C=1N=C(SCC1)N